ClC1=C(C=CC=2OCOC21)C=O 4-chlorobenzo[d][1,3]dioxole-5-carbaldehyde